CC1=C(C=C(C=C1)C1=NOC=N1)[N+](=O)[O-] 3-(4-methyl-3-nitrophenyl)-1,2,4-oxadiazole